N-(1-(3,3-difluorocyclobutyl)-2-oxo-1,2-dihydropyridin-3-yl)-2-fluoro-4-((2-hydroxyethyl)sulfonamido)-6-(6-azaspiro[2.5]octan-6-yl)benzamide FC1(CC(C1)N1C(C(=CC=C1)NC(C1=C(C=C(C=C1N1CCC2(CC2)CC1)NS(=O)(=O)CCO)F)=O)=O)F